(1-(3-amino-2-(methylamino)-5-oxo-7,8-dihydro-1,6-naphthyridin-6(5H)-yl)-3-fluoropropane-2-yl)carbamic acid tert-butyl ester C(C)(C)(C)OC(NC(CN1C(C=2C=C(C(=NC2CC1)NC)N)=O)CF)=O